2-chloro-N,N-dimethyl-4-(3-((R or S)-6-((S or R)-3,3,3-trifluoro-2-hydroxy-2-(3-methoxyphenyl)propanoyl)-6-azaspiro[2.5]octan-1-yl)propoxy)benzamide ClC1=C(C(=O)N(C)C)C=CC(=C1)OCCC[C@@H]1CC12CCN(CC2)C([C@](C(F)(F)F)(C2=CC(=CC=C2)OC)O)=O |o1:16,25|